2-hydroxy-5-(1H-pyrrol-1-yl)benzoic acid OC1=C(C(=O)O)C=C(C=C1)N1C=CC=C1